C(CC)OC1=CC=C(CC2=NN=NN2)C=C1 5-(4-propoxybenzyl)-1H-tetrazole